5-chloro-1'-{2-[3-(difluoromethyl)-4-methane-sulfonylphenoxy]ethyl}-1,2-dihydrospiro[indole-3,4'-piperidin]-2-one ClC=1C=C2C(=CC1)NC(C21CCN(CC1)CCOC1=CC(=C(C=C1)S(=O)(=O)C)C(F)F)=O